2-[2-(4-Aminocyclohexyl)thiazol-5-yl]-N-ethyl-5-(oxazol-2-ylmethyl)benzenesulfonamide NC1CCC(CC1)C=1SC(=CN1)C1=C(C=C(C=C1)CC=1OC=CN1)S(=O)(=O)NCC